N-[(6-{[4-(1H-indazol-4-yl)-1H-1,2,3-triazol-1-yl]methyl}-1H-indol-2-yl)methyl]cyclopropylamine N1N=CC2=C(C=CC=C12)C=1N=NN(C1)CC1=CC=C2C=C(NC2=C1)CNC1CC1